N[C@H](C(=O)O)COCC(C)(C)N (2S)-2-amino-3-(2-amino-2-methylpropoxy)propanoic acid